O.O.N[C@@H](C)C(=O)N[C@@H](CCC(N)=O)C(=O)O L-Alanyl-L-Glutamine Dihydrate